C(C1=CC=CC=C1)N1CCC(CC1)C=1NC(=NN1)C=1C=C2C(=C(NC2=CC1)C1=CC(=NC=C1)C)C(C)C 5-(5-(1-benzylpiperidin-4-yl)-4H-1,2,4-triazol-3-yl)-3-isopropyl-2-(2-methylpyridin-4-yl)-1H-indole